2-(2-diazo-2-phenylacetoxy)ethyl methacrylate C(C(=C)C)(=O)OCCOC(C(C1=CC=CC=C1)=[N+]=[N-])=O